Z-1,2-difluoroethene F\C=C/F